C(C)(=O)N1CC(C2(CCN(CC2)C([C@@H](C(C)C)NC(C2=C(C=CC(=C2)C(F)(F)F)F)=O)=O)CC1=O)C1=CC=CC=C1 N-((2R)-1-(9-acetyl-10-oxo-7-phenyl-3,9-diazaspiro[5.5]undecan-3-yl)-3-methyl-1-oxobutan-2-yl)-2-fluoro-5-(trifluoromethyl)benzamide